2-Chloro-5-ethyl-N4-(3-[N-(1,1-dimethylethyl)sulfamoyl]phenyl)pyrimidin-4-amine ClC1=NC=C(C(=N1)NC1=CC(=CC=C1)S(NC(C)(C)C)(=O)=O)CC